tert-butyl 4-((4-((4-(imidazo[1,2-b]pyridazin-7-yloxy)-3-methylphenyl)amino)pyrido[3,2-d]pyrimidin-6-yl)oxy)piperidine-1-carboxylate N=1C=CN2N=CC(=CC21)OC2=C(C=C(C=C2)NC=2C1=C(N=CN2)C=CC(=N1)OC1CCN(CC1)C(=O)OC(C)(C)C)C